Methyl (trans-4-((3-(2-cyclopropylthiazol-5-yl)phenyl)((trans-4-(4-methoxy-3-methylphenyl)cyclohexyl)methyl)carbamoyl)cyclohexyl)carbamate C1(CC1)C=1SC(=CN1)C=1C=C(C=CC1)N(C(=O)[C@@H]1CC[C@H](CC1)NC(OC)=O)C[C@@H]1CC[C@H](CC1)C1=CC(=C(C=C1)OC)C